(2S,5R)-5-{4-[4-(trifluoromethyl)phenyl]-phenyl}-1H-pyrrole-2-carboxamide hydrochloride Cl.FC(C1=CC=C(C=C1)C1=CC=C(C=C1)C1=CC=C(N1)C(=O)N)(F)F